[(2R)-3-methyl-2-[3-(piperidin-4-yl)-1,2-oxazol-5-yl]butanoyl]pyrrolidine-2-carboxamide CC([C@@H](C(=O)N1C(CCC1)C(=O)N)C1=CC(=NO1)C1CCNCC1)C